ethylene butyl acrylate carbon [C].C(C=C)(=O)OCCCC.C=C